CN1[C@@H](CCC1)COC1(N(CCNC1)C(=O)[O-])C1=NC=NC2=CC=CC=C12 (((S)-1-methylpyrrolidin-2-yl)methoxy)quinazolin-4-ylpiperazin-1-carboxylate